C(C)(C)(C)OC(=O)N1CC(C2=C(CC1)C=C(C=C2)NC(C2=CC=CC=C2)C2=CC=CC=C2)(C)C 7-((benzhydryl)amino)-1,1-dimethyl-1,2,4,5-tetrahydro-3H-benzo[d]azepin-3-carboxylic acid tert-butyl ester